N-(6-((1H-Pyrazol-1-yl)methyl)-4-methoxybenzo[d]isoxazol-3-yl)-3-(4-(1-(2-(2,6-dioxopiperidin-3-yl)-1,3-dioxoisoindolin-5-yl)pyrrolidine-3-carbonyl)piperazin-1-yl)benzenesulfonamide N1(N=CC=C1)CC1=CC2=C(C(=NO2)NS(=O)(=O)C2=CC(=CC=C2)N2CCN(CC2)C(=O)C2CN(CC2)C=2C=C3C(N(C(C3=CC2)=O)C2C(NC(CC2)=O)=O)=O)C(=C1)OC